C(C)N(S(=O)(=O)NC=1C(=C(C(=O)C2=CNC3=NC=C(C=C32)C=3C=NC(=NC3)N3CCN(CC3)CCC3(CCC(CC3)C3=CC=C(C=C3)[N+](=O)[O-])O)C(=CC1)F)F)C 3-[3-[[ethyl(methyl)sulfamoyl]amino]-2,6-difluoro-benzoyl]-5-[2-[4-[2-[1-hydroxy-4-(4-nitrophenyl)cyclohexyl]ethyl]piperazin-1-yl]pyrimidin-5-yl]-1H-pyrrolo[2,3-b]pyridine